C12(CC3CC(CC(C1)C3)C2)CNC(=O)C=2C=C3C=CN(C3=CC2)CC2=C(C=C(C=C2)C(NO)=O)F N-(((3r,5r,7r)-adamantan-1-yl)methyl)-1-(2-fluoro-4-(hydroxycarbamoyl)benzyl)-1H-indole-5-carboxamide